OC1[C@H](N)[C@@H](O)[C@@H](O)[C@H](O1)C Fucosamine